N1CCC2(CC1)CCC=1C2=NC=2N(C1NCC=1C=C(C#N)C=C(C1)F)N=CC2 3-(((6,7-dihydrospiro[cyclopenta[d]pyrazolo[1,5-a]pyrimidine-5,4'-piperidin]-8-yl)amino)methyl)-5-fluorobenzonitrile